COC1=CC=C(C=C1)C1=C(C=CC=C1)O 2-(4-methoxyphenyl)phenol